O=C1NC(CCC1N1C(C2=CC=C(C=C2C1)CNC(=O)C12CC(C1)(C2)C(=O)N2CCC(CC2)N2N=CC(=C2)C2=NC1=CC=CC=C1N=C2)=O)=O N-((2-(2,6-dioxopiperidin-3-yl)-1-oxoisoindolin-5-yl)methyl)-3-(4-(4-(quinoxalin-2-yl)-1H-pyrazol-1-yl)piperidine-1-carbonyl)bicyclo[1.1.1]pentane-1-carboxamide